ethyl 5-(difluoromethyl)-1-(2-((2-(dimethylamino)ethyl)amino)-2-oxoethyl)-1H-pyrazole-3-carboxylate FC(C1=CC(=NN1CC(=O)NCCN(C)C)C(=O)OCC)F